(R)-5-(2-aminoacetamido)-2-(dimethylamino)-N-(1-(naphthalen-1-yl)ethyl)benzamide NCC(=O)NC=1C=CC(=C(C(=O)N[C@H](C)C2=CC=CC3=CC=CC=C23)C1)N(C)C